ClC1=NN(C(C=C1C(F)(F)F)=O)[C@H](C(=O)N[C@@H](CC(=O)OCC)C=1C=C(C=C(C1F)F)C1=C(C=C(C=C1C)F)CCCCC=C)CC=C Ethyl (S)-3-((S)-2-(3-chloro-6-oxo-4-(trifluoromethyl)pyridazin-1(6H)-yl)pent-4-enamido)-3-(4,4',5-trifluoro-2'-(hex-5-en-1-yl)-6'-methyl-[1,1'-biphenyl]-3-yl)propanoate